ClC=1C=NC(=NC1)OC1=C2C(=NC(=NC2=CC=C1)C(F)(F)F)C(C)=NOCC(F)(F)F 1-[5-(5-chloropyrimidin-2-yl)oxy-2-(trifluoromethyl)quinazolin-4-yl]-N-(2,2,2-trifluoroethoxy)ethanimine